N[C@H](CO)CC=C (2S)-2-amino-4-penten-1-ol